CN(C(OC(C)(C)C)=O)CCOCCOC\C=C\B1OC(C(O1)(C)C)(C)C Tert-butyl (E)-methyl(2-(2-((3-(4,4,5,5-tetramethyl-1,3,2-dioxaborolan-2-yl)allyl)oxy)ethoxy)ethyl)carbamate